N-Methyl-N-(2-((4aS,5aR)-5a-methyl-1,4,4a,5,5a,6-hexahydrocyclopropa[f]indazol-3-yl)-1H-imidazo[4,5-b]pyridin-6-yl)-2-(spiro[3.3]heptan-2-yl)acetamide CN(C(CC1CC2(C1)CCC2)=O)C=2C=C1C(=NC2)N=C(N1)C1=NNC=2C[C@@]3([C@H](CC12)C3)C